(1r,3R,5S,7S)-3,5-dimethyladamantan CC12CC3CC(CC(C1)(C3)C)C2